3-(2-(4-methoxybenzyl)-1-oxo-1,2,3,4-tetrahydroisoquinolin-5-yl)-3-(7-methoxy-1-methyl-1H-benzo[d][1,2,3]triazol-5-yl)propionic acid COC1=CC=C(CN2C(C3=CC=CC(=C3CC2)C(CC(=O)O)C2=CC3=C(N(N=N3)C)C(=C2)OC)=O)C=C1